NC1=C(C=C(C(=O)OC)C=C1NC[C@H]1OCCC1)Cl methyl (S)-4-amino-3-chloro-5-(((tetrahydrofuran-2-yl)methyl)amino)benzoate